COC(=O)C=1C(=CC=CC1)C1=CC(=CC(=C1)C)N(CC1=NC=CC=C1)C(=O)OCC1=CC=CC=C1 3'-(((benzyloxy)carbonyl)(pyridin-2-ylmethyl)-amino)-5'-methyl-[1,1'-biphenyl]-2-carboxylic acid methyl ester